N-(2,2-dimethyl-6-morpholino-3H-furo[2,3-b]pyridin-5-yl)pyrazolo[1,5-a]pyrimidine-3-carboxamide CC1(CC=2C(=NC(=C(C2)NC(=O)C=2C=NN3C2N=CC=C3)N3CCOCC3)O1)C